C(C)C=1C=NN(C1)C=1C=CC(=C(O\C(\C(=O)OC)=C/OC)C1)C methyl (Z)-2-[5-(4-ethylpyrazol-1-yl)-2-methyl-phenoxy]-3-methoxy-prop-2-enoate